dicarboxyl-tetrabromobisphenol A C(=O)(O)C(C(C1=C(C(=C(O)C(=C1Br)Br)Br)Br)(C)C1=CC=C(C=C1)O)C(=O)O